ClC1=C(C=CC(=C1)C(F)(F)F)NC(CN1C=2N(C(C(=C1CC)I)=O)N=C(N2)C=2CCOCC2)=O N-[2-chloro-4-(trifluoromethyl)phenyl]-2-[2-(3,6-dihydro-2H-pyran-4-yl)-5-ethyl-6-iodo-7-oxo-[1,2,4]triazolo[1,5-a]pyrimidin-4-yl]acetamide